dibutyl-1,3-cyclohexanediamine C(CCC)C1C(CCCC1N)(N)CCCC